FC=1C=C(C2=C(N=C(S2)N)C1)F 5,7-Difluorobenzo[d]thiazol-2-amin